CC1(CCC=2C1=NC1=C(C2NC(=O)N=S(=O)(N)C2=NN(C=C2F)CC)CCC1)C N'-((3,3-dimethyl-1,2,3,5,6,7-hexahydrodicyclopenta[b,e]pyridin-8-yl)carbamoyl)-1-ethyl-4-fluoro-1H-pyrazole-3-sulfonimidamide